FC1=C(C=C2C=C(NC(C2=C1)=O)C)B(O)O (7-fluoro-3-methyl-1-oxo-1,2-dihydroisoquinolin-6-yl)boronic acid